3-methoxypyrrolidin-2-one COC1C(NCC1)=O